NCC(=O)N1C(C=2N(CC1)C(=C(N2)C2=CC(=C(C=C2)Cl)Cl)NC2=CC=C(C=C2)F)(C)C 2-amino-1-(2-(3,4-dichlorophenyl)-3-((4-fluorophenyl)amino)-8,8-dimethyl-5,6-dihydroimidazo[1,2-a]pyrazin-7(8H)-yl)ethan-1-one